benzyl 4-(2-(4-((1R,5S)-3,8-diazabicyclo[3.2.1]octan-8-yl)phenoxy)ethyl)piperazine-1-carboxylate [C@H]12CNC[C@H](CC1)N2C2=CC=C(OCCN1CCN(CC1)C(=O)OCC1=CC=CC=C1)C=C2